CC1=NC(=NO1)C1=CC=C2C=CN=C(C2=C1)NC1CC(C1)C(=O)O 3-[[7-(5-methyl-1,2,4-oxadiazol-3-yl)-1-isoquinolyl]amino]cyclobutanecarboxylic acid